C(C)OC(=O)C1=NN=C(N1COCC[Si](C)(C)C)CO 5-(hydroxymethyl)-4-((2-(trimethylsilyl)ethoxy)methyl)-4H-1,2,4-triazole-3-carboxylic acid ethyl ester